C1(CC1)N(C1=CC2=C(C(=N1)C(=O)OC)CNC2=O)C Methyl 6-(cyclopropyl(methyl)amino)-1-oxo-2,3-dihydro-1H-pyrrolo[3,4-c]pyridine-4-carboxylate